tert-butyl 3-(3-methyl-2-(1-methyl-1H-pyrazol-4-yl)-1H-pyrrolo[2,3-b]pyridin-4-yl)-3,8-diazabicyclo[3.2.1]octane-8-carboxylate CC1=C(NC2=NC=CC(=C21)N2CC1CCC(C2)N1C(=O)OC(C)(C)C)C=1C=NN(C1)C